C(CCCCCCCCCC(=O)[O-])(=O)[O-] undecanedioic acid anion